CSCN1N=NC=C1N 3-[(methylsulfanyl)methyl]-1,2,3-triazol-4-amine